C1(CC1)C=1C(=CC(=C(C(=O)NS(=O)(=O)C)C1)F)COCC1(CCN(CC1)CC1=CC(=C(C=C1)Cl)Cl)F 5-cyclopropyl-4-(((1-(3,4-dichlorobenzyl)-4-fluoropiperidin-4-yl)methoxy)methyl)-2-fluoro-N-(methylsulfonyl)benzamide